6-fluoro-2-methyl-3-((5-(trifluoromethyl)pyridin-2-yl)methyl)naphthalene-1,4-dione FC=1C=C2C(C(=C(C(C2=CC1)=O)C)CC1=NC=C(C=C1)C(F)(F)F)=O